COC=1C=CC=2C3=C(C=NC2N1)COC(N3C3CC1C(CN(C1)S(=O)(=O)N)C3)=O 5-(8-methoxy-2-oxo-2H-[1,3]oxazino[5,4-c][1,8]naphthyridin-1(4H)-yl)hexahydrocyclopenta[c]pyrrole-2(1H)-sulfonamide